FC1=C(C=C(C=C1)S(=O)(=O)N)OC 4-fluoro-3-methoxybenzenesulfonamide